5-(difluoromethyl)-6-methyl-2-oxo-2H-[1,2'-bipyridine]-3-carboxamide FC(C=1C=C(C(N(C1C)C1=NC=CC=C1)=O)C(=O)N)F